Cl.NCCCCOC(O)=O carbonic acid 4-aminobutyl ester hydrochloride